N-methyl-dopamine hydrochloride Cl.CNCCC1=CC(O)=C(O)C=C1